tert-butyl N-[(3R)-7-[5-(5,5-difluoro-1-methyl-3-piperidyl)-1,3,4-oxadiazol-2-yl]-1,1,4-trioxo-5-[[4-(trifluoromethoxy)phenyl]methyl]-2,3-dihydro-1λ6,5-benzothiazepin-3-yl]carbamate FC1(CC(CN(C1)C)C1=NN=C(O1)C=1C=CC2=C(N(C([C@H](CS2(=O)=O)NC(OC(C)(C)C)=O)=O)CC2=CC=C(C=C2)OC(F)(F)F)C1)F